4-(6-carbamoyl-2-(1-ethyl-3-methyl-1H-pyrazole-5-carboxamido)-3H-imidazo[4,5-b]pyridin-3-yl)but-2-en-1-yl-2-(1-ethyl-3-methyl-1H-pyrazol-5-yl)-9H-pyrimido[4,5-b]indole-6-carboxamide C(N)(=O)C=1C=C2C(=NC1)N(C(=N2)NC(=O)C2=CC(=NN2CC)C)CC=CCC2=NC(=NC=1NC3=CC=C(C=C3C12)C(=O)N)C1=CC(=NN1CC)C